5-Bromo-3-chloro-N-(3-chloro-5-(2-oxopyrrolidin-1-yl)phenyl)-2-hydroxybenzenesulfonamide BrC=1C=C(C(=C(C1)S(=O)(=O)NC1=CC(=CC(=C1)N1C(CCC1)=O)Cl)O)Cl